ClC1=CC=C2C(=N1)C(=CS2)C2=NN1C(N=CC=C1)=C2 5-chloro-3-(pyrazolo[1,5-a]pyrimidin-2-yl)thieno[3,2-b]pyridine